BrC(C([2H])([2H])[2H])(C([2H])([2H])[2H])[2H] 2-bromo-1,1,1,2,3,3,3-heptadeuterio-propane